ClC1=C(C(=O)N2CCN(CC2)C(=O)NCCNC)C=CC(=C1)NC(=O)C=1N(C(=CN1)C=1C(=NN(C1)CC#C)C(F)(F)F)C 4-[2-chloro-4-[[1-methyl-5-[1-prop-2-ynyl-3-(trifluoromethyl)pyrazol-4-yl]imidazole-2-carbonyl]amino]benzoyl]-N-[2-(methylamino)ethyl]piperazine-1-carboxamide